CC(C)(C)[O-].[K+].FC1=C(C=C(C=C1)CSC=1N=CC2=C(N1)C(=CN2C)N2CC(OC(C2)(F)F)(F)F)CC(=O)O 2-(2-fluoro-5-(((5-methyl-7-(2,2,6,6-tetrafluoromorpholino)-5H-pyrrolo[3,2-d]pyrimidin-2-yl)thio)methyl)phenyl)acetic acid Potassium tert-butoxide